C(C)(C)C1=C(C(=CC=C1)C(C)C)N=C=NC1=C(C=CC=C1C(C)C)C(C)C N,N'-bis(2,6-diisopropyl-phenyl)carbodiimide